C(#N)CCC(C(=O)OC)(C1=NN(C2=CC(=CC=C12)[N+](=O)[O-])C)C methyl 4-cyano-2-methyl-2-(1-methyl-6-nitro-1H-indazol-3-yl)butanoate